C[C@@H]1N([C@H](CN(C1)C(=O)C1=C(C=C(C=C1)OC)F)C)C(=O)C1=C(C=C(C=C1)OC)F ((2S,6S)-2,6-dimethylpiperazin-1,4-diyl)bis((2-fluoro-4-methoxyphenyl)methanone)